1,4-dimethyl-pentylamino-1-amino-p-phenylenediamine CC(CCC(C)C)NNC1=CCC(C=C1)(N)N